4-fluoro-1-isopropyl-1H-indole-7-carbonitrile FC1=C2C=CN(C2=C(C=C1)C#N)C(C)C